BrC=1C=CC=C2C(=C(C(=CC12)NS(=O)(=O)C1=CC=C(C=C1)C)C(=O)C1=C(C=CC(=C1)F)Cl)C#N N-{8-bromo-3-[(2-chloro-5-fluorophenyl)carbonyl]-4-cyano-2-naphthyl}-4-methylbenzenesulfonamide